2-(2-(((3-chloro-2-fluorophenyl)amino)-2-oxoacetamido)-3-phenylpropionamido)benzoic acid ClC=1C(=C(C=CC1)NC(C(=O)NC(C(=O)NC1=C(C(=O)O)C=CC=C1)CC1=CC=CC=C1)=O)F